4-(6-(benzenesulfonyl)-1-(pyrrolidin-3-yl)-1,6-dihydroimidazo[4,5-d]pyrrolo[2,3-b]pyridine-2-yl)benzene-1,3-diol C1(=CC=CC=C1)S(=O)(=O)N1C=CC=2C1=NC=C1C2N(C(=N1)C1=C(C=C(C=C1)O)O)C1CNCC1